3-chloro-1H-pyrrolo[2,3-b]pyridine-2-carboxylic acid ClC1=C(NC2=NC=CC=C21)C(=O)O